O=C1NC(CCC1OC1=CC=C(C(=O)O)C=C1)=O 4-[(2,6-dioxo-3-piperidyl)oxy]benzoic acid